CN[C@H](C(=O)O)CC=1C=NC=CC1 (2S)-2-(methylamino)-3-(pyridin-3-yl)propanoic acid